CC(C=C)C1OC=2CCCC(C2C(C1)CC)=O 2-(but-3-en-2-yl)-4-ethyl-2,3,4,6,7,8-hexahydro-5H-chromen-5-one